ethyl-di-(2-methylphenyl)phosphine C(C)P(C1=C(C=CC=C1)C)C1=C(C=CC=C1)C